ethyl (S)-4-(5-(2-fluorophenyl)-7-(5-methoxypyridin-3-yl)-7H-pyrrolo[2,3-d]pyrimidin-4-yl)-3-methylpiperazine-1-carboxylate FC1=C(C=CC=C1)C1=CN(C=2N=CN=C(C21)N2[C@H](CN(CC2)C(=O)OCC)C)C=2C=NC=C(C2)OC